4-chloro-3-formylbenzo[b]thiophene-2-carboxylic acid ethyl ester C(C)OC(=O)C1=C(C2=C(S1)C=CC=C2Cl)C=O